2-(2-chloro-4,5-difluorophenyl)acetamide ClC1=C(C=C(C(=C1)F)F)CC(=O)N